2-((1,3-Dioxoisoindolin-2-yl)methyl)benzaldehyde O=C1N(C(C2=CC=CC=C12)=O)CC1=C(C=O)C=CC=C1